C(#N)C=1SC=C(N1)S(=O)(=O)N(C(C(F)(F)F)C1=CC=C(C=C1)F)CC 2-cyano-N-ethyl-N-(2,2,2-trifluoro-1-(4-fluorophenyl)ethyl)thiazole-4-sulfonamide